O=C1NC(CCC1N1C(C2=CC=CC(=C2C1)C1=NNC=C1)=O)=O 3-(2-(2,6-dioxopiperidin-3-yl)-1-oxoisoindolin-4-yl)-1H-pyrazol